N-(2,2,2-trifluoroethyl)prop-2-yn-1-amine FC(CNCC#C)(F)F